N-{2-[(3R)-1-benzylpyrrolidin-3-yl]ethyl}-1-[4-(trifluoromethoxy)phenyl]piperidine-4-carboxamide C(C1=CC=CC=C1)N1C[C@@H](CC1)CCNC(=O)C1CCN(CC1)C1=CC=C(C=C1)OC(F)(F)F